CC1=C(OC2=C(C=C(C=C2C1=O)C)[C@@H](C)NC1=C(C=CC=C1)NS(=O)(=O)C)C1=CC=CC=C1 N-[2-[[(1R)-1-(3,6-Dimethyl-4-oxo-2-phenyl-chromen-8-yl)ethyl]amino]phenyl]methanesulfonamide